ClC1=C(C=CC=C1)S(=O)(=O)NC1=NC=C(C=C1)\C=C\C=1C=NC(=NC1)NC1CCC(CC1)N1CCOCC1 2-chloro-N-(5-((E)-2-(2-(((1r,4r)-4-morpholinocyclohexyl)amino)pyrimidin-5-yl)vinyl)pyridin-2-yl)benzenesulfonamide